(2S,4R)-1-((S)-2-(9-aminononanamido)-3,3-dimethylbutanoyl)-4-hydroxy-N-((S)-1-(4-(4-methylthiazol-5-yl)phenyl)ethyl)pyrrolidine-2-carboxamide NCCCCCCCCC(=O)N[C@H](C(=O)N1[C@@H](C[C@H](C1)O)C(=O)N[C@@H](C)C1=CC=C(C=C1)C1=C(N=CS1)C)C(C)(C)C